[6-(3-cyclopropyl-1H-1,2,4-triazol-5-yl)-2-azaspiro[3.3]heptan-2-yl]-[6-[[2-(difluoromethyl)thiazol-5-yl]methyl]-2,6-diazaspiro[3.3]heptan-2-yl]methanone C1(CC1)C1=NNC(=N1)C1CC2(CN(C2)C(=O)N2CC3(C2)CN(C3)CC3=CN=C(S3)C(F)F)C1